(S)-2-amino-3-(1-hydroxy-3-oxo-1,3-dihydrobenzo[c][1,2]oxaborol-5-yl)propanoic acid N[C@H](C(=O)O)CC1=CC2=C(B(OC2=O)O)C=C1